F[B-](F)(F)F.CC1=[NH+]C(=CC(=C1)C)C 2,4,6-trimethylpyridin-1-ium tetrafluoroborate